BrC1=CC=C(C2=NSN=C21)Br 4,7-dibromo-2,1,3-benzothiadiazole